5-boronothiophene-2-carboxylic acid B(O)(O)C1=CC=C(S1)C(=O)O